CC(\C(\C)=N\NC(C1=CC=C(C=C1)C)=O)(C)C (E)-N'-(3,3-dimethylbutan-2-ylidene)-4-methylbenzoyl-hydrazine